N-(3-bromopropyl)methanesulfonamide Cobalt Gadolinium [Gd].[Co].BrCCCNS(=O)(=O)C